N-((1S,3r)-3-(4-(2-chlorophenyl)-5-(5-ethoxypyridin-2-yl)-4H-1,2,4-triazol-3-yl)cyclobutyl)benzamide ClC1=C(C=CC=C1)N1C(=NN=C1C1=NC=C(C=C1)OCC)C1CC(C1)NC(C1=CC=CC=C1)=O